tert-butyl N-[(3R)-5,5,7-trifluoro-2-oxo-8-[5-(1,2,2,2-tetrafluoro-1-methoxy-ethyl)-1,3,4-oxadiazol-2-yl]-1-[[4-(trifluoromethoxy)phenyl]methyl]-3,4-dihydro-1-benzazepin-3-yl]carbamate FC1(C[C@H](C(N(C2=C1C=C(C(=C2)C=2OC(=NN2)C(C(F)(F)F)(OC)F)F)CC2=CC=C(C=C2)OC(F)(F)F)=O)NC(OC(C)(C)C)=O)F